O(C1=CC=CC=C1)CCOC1=CC=CC=C1 1,2-diphenoxyl-ethane